C(CCC)OCC1OCOC1 4-butyloxymethyl-1,3-dioxolane